methyl 3-methoxy-4-(prop-2-ynylamino)benzoate COC=1C=C(C(=O)OC)C=CC1NCC#C